di(biphenylyl)amine C1(=C(C=CC=C1)NC1=C(C=CC=C1)C1=CC=CC=C1)C1=CC=CC=C1